2-(3-Fluoro-3-{5-[6-(trifluoromethyl)pyridin-2-yl]-1,3,4-thiadiazol-2-yl}piperidin-1-yl)quinoxaline FC1(CN(CCC1)C1=NC2=CC=CC=C2N=C1)C=1SC(=NN1)C1=NC(=CC=C1)C(F)(F)F